ClC=1C=CC(=NC1)C1N(NCC1C1=CC=CC=C1)S(=O)(=O)C1=CC=C(C=C1)C(F)(F)F (E)-3-(5-chloropyridin-2-yl)-4-phenyl-N'-[4-(trifluoromethyl)benzenesulfonyl]-4,5-dihydropyrazole